[Cu](Cl)Cl copper(II) dichloride